FC(CN1CC2=CC(=CC=C2CC1)C1=NNC=2C1=NN(C(C2)=O)C2=C(C=CC=C2OC)F)F 3-(2-(2,2-difluoroethyl)-1,2,3,4-tetrahydroisoquinolin-7-yl)-5-(2-fluoro-6-methoxyphenyl)-1H-pyrazolo[4,3-c]pyridazin-6(5H)-one